2,3-Bis((1-cyclopropyltetrazol-5-yl)thio)quinoxaline C1(CC1)N1N=NN=C1SC1=NC2=CC=CC=C2N=C1SC1=NN=NN1C1CC1